BrC=1N(C2=C(C(=CC=C2C1C=1C=NN(C1)C1OCCCC1)Cl)Cl)CCC(=O)N 3-[2-bromo-6,7-dichloro-3-(1-tetrahydropyran-2-ylpyrazol-4-yl)indol-1-yl]propanamide